ClC=1C(=NC(=NC1)N1C[C@@H](N([C@@H](C1)C)C)C)NC1=CC2=C(N(C(N2CCC(C)(C)O)=O)C)C=C1 5-((5-Chloro-2-((3S,5R)-3,4,5-trimethylpiperazin-1-yl)-pyrimidin-4-yl)amino)-3-(3-hydroxy-3-methylbutyl)-1-methyl-1,3-dihydro-2H-benzo[d]imidazol-2-one